2-vinyl-nicotinonitrile C(=C)C1=C(C#N)C=CC=N1